BrC1C2C3CCCC3C1CC2 bromooctahydro-4,7-methylene-1H-indene